3-Fluorenone C1=CC(C=C2C3=CC=CC=C3C=C12)=O